C1(CC1)C1(NC2=CC(=C(C=C2C(=N1)NC1=NNC(=C1)C1CC1)OC)OCCCN1CCCC1)N 2-cyclopropyl-N4-(5-cyclopropyl-1H-pyrazol-3-yl)-6-methoxy-7-(3-(pyrrolidin-1-yl)propoxy)quinazolin-2,4-diamine